6-(Hydroxymethyl)-2-(oxetan-3-ylmethyl)-2H-indazol-5-yl-6-(trifluoromethyl)pyridine-2-carboxamide OCC=1C(=CC2=CN(N=C2C1)CC1COC1)C=1C(=NC(=CC1)C(F)(F)F)C(=O)N